C(CC)OC1=C2C(=CC=C1)O2 (S)-epoxypropylphenyl ether